C(C)(=O)C1=NN(C2=CN=C(C=C21)C=2C=NC(=NC2)C)CC(=O)N2[C@@H]1C[C@@]1(C[C@H]2C(=O)NC2=NC(=CC=C2CCCF)Br)C (1R,3S,5R)-2-(2-(3-acetyl-5-(2-methylpyrimidin-5-yl)-1H-pyrazolo[3,4-c]pyridin-1-yl)acetyl)-N-(6-bromo-3-(3-fluoropropyl)pyridin-2-yl)-5-methyl-2-azabicyclo[3.1.0]hexane-3-carboxamide